[Br-].[Br-].C(CCCCCCC)[N+]1=CC=C(C=C1)C1=CC=[N+](C=C1)CCCCCCCC 1-octyl-4-(1-octylpyridin-1-ium-4-yl)pyridin-1-ium dibromide